ClC=1C=C(C=NC1OC=1C=C2CCN(C(C2=CC1)=O)CC1=CC=C(C=C1)F)N1N=C(C(NC1=O)=O)C#N 2-(5-Chloro-6-((2-(4-fluorobenzyl)-1-oxo-1,2,3,4-tetrahydroisoquinolin-6-yl)oxy)pyridin-3-yl)-3,5-dioxo-2,3,4,5-tetrahydro-1,2,4-triazine-6-carbonitrile